N-(5-(4-(1-methyl-1H-1,2,4-triazol-3-yl)oxazol-2-yl)-8-(methylamino)-2,7-naphthyridin-3-yl)cyclopropanecarboxamide CN1N=C(N=C1)C=1N=C(OC1)C1=C2C=C(N=CC2=C(N=C1)NC)NC(=O)C1CC1